N-[(3R,4S)-4-fluoro-1-(3-fluorocyclobutanecarbonyl)pyrrolidin-3-yl]benzamide F[C@@H]1[C@@H](CN(C1)C(=O)C1CC(C1)F)NC(C1=CC=CC=C1)=O